C(C)(C)(C)C1=CC(=CC(=C1O)N1N=C2C(=N1)C=CC(=C2)Cl)C 2-tert-butyl-6-(5-chloro-2H-benzotriazol-2-yl)-4-cresol